2-cyclopentyl-5-methylphenol, potassium salt [K].C1(CCCC1)C1=C(C=C(C=C1)C)O